((2S,3S)-2-methyl-3-((methylsulfonyl)methyl)azetidin-1-yl)methanone C[C@@H]1N(C[C@@H]1CS(=O)(=O)C)C=O